C(C)N1C(CC(CC1)N1CC2=CC(=CC=C2[C@H](C1)C)NC(=O)C=1C=NC=C(C1)C(F)(F)F)=O N-[(4R)-2-(1-ethyl-2-oxo-4-piperidyl)-4-methyl-3,4-dihydro-1H-isoquinolin-7-yl]-5-(trifluoromethyl)pyridine-3-carboxamide